4-Fluoro-6-(2-methyl-2H-indazol-5-yl)-2-(1,2,3,6-tetrahydropyridin-4-yl)-1,3-benzothiazol-Hydrochlorid Cl.FC1=CC(=CC2=C1N=C(S2)C=2CCNCC2)C2=CC1=CN(N=C1C=C2)C